BrC1=NN(C2=C1N=CN(C2=O)CC(=O)NC2=CC(=C(C=C2)OC)F)C2OCCCC2 2-(3-bromo-7-oxo-1-(tetrahydro-2H-pyran-2-yl)-1,7-dihydro-6H-pyrazolo[4,3-d]pyrimidin-6-yl)-N-(3-fluoro-4-methoxyphenyl)acetamide